β-naphthyl ketone C1=C(C=CC2=CC=CC=C12)C(=O)C1=CC2=CC=CC=C2C=C1